N-(6-chloroimidazo[1,2-b]pyridazin-2-yl)-2-methoxyacetamide ClC=1C=CC=2N(N1)C=C(N2)NC(COC)=O